tert-butyl 4-[3-[2-(cyclopropoxy)-5-methoxy-3-pyridyl]-6-fluoro-pyrazolo[1,5-a]pyrimidin-5-yl]piperazine-1-carboxylate C1(CC1)OC1=NC=C(C=C1C=1C=NN2C1N=C(C(=C2)F)N2CCN(CC2)C(=O)OC(C)(C)C)OC